C(C=C)[C@H]1O[C@@H]([C@@H](N(C1=O)[C@H](C(=O)OCC)CCC)C1=CC=C(C=C1)Cl)C1=CC(=CC=C1)Cl (S)-ethyl 2-((2R,5S,6R)-2-allyl-6-(3-chlorophenyl)-5-(4-chlorophenyl)-3-oxomorpholino)pentanoate